4-fluoro-N-{[6-fluoro-5-(propan-2-yl)pyridin-2-yl](phenyl)methyl}-1-(3-{3-oxo-2H,3H-[1,2,4]triazolo[4,3-a]pyridin-2-yl}propanoyl)pyrrolidine-2-carboxamide FC1CC(N(C1)C(CCN1N=C2N(C=CC=C2)C1=O)=O)C(=O)NC(C1=CC=CC=C1)C1=NC(=C(C=C1)C(C)C)F